N-(4-((6-methyl-2-(1-pyrrolidinyl)-4-pyrimidinyl)amino)phenyl)-2-(2-thienyl)acetamide CC1=CC(=NC(=N1)N1CCCC1)NC1=CC=C(C=C1)NC(CC=1SC=CC1)=O